(S)-5-hydroxy-piperidin-2-one O[C@H]1CCC(NC1)=O